ClC1=CC(=C(OCC2=NC(=CC=C2)OC2C(CNCC2)C)C=C1)F 2-((4-Chloro-2-fluorophenoxy)methyl)-6-((3-methylpiperidin-4-yl)oxy)pyridine